Tert-Butyl (5-chloro-3-cyclopropylpyrazolo[1,5-a]pyrimidin-7-yl)(3-fluorobenzyl)carbamate ClC1=NC=2N(C(=C1)N(C(OC(C)(C)C)=O)CC1=CC(=CC=C1)F)N=CC2C2CC2